N(C(=N)N)C1CC(NC1)C(=O)O 4-guanidinopyrrolidine-2-carboxylic acid